tert-butyl N-[2-(4-{[(4-{[6-(5-chloro-2-fluorophenyl)-3-methylpyridazin-4-yl] amino} pyridin-2-yl) carbamoyl] methyl} piperazin-1-yl) ethyl]-N-methylcarbamate ClC=1C=CC(=C(C1)C1=CC(=C(N=N1)C)NC1=CC(=NC=C1)NC(=O)CN1CCN(CC1)CCN(C(OC(C)(C)C)=O)C)F